(S)-N-(3-bromo-2-fluorophenyl)-7-((4,4-difluoropiperidin-1-yl)methyl)-7,8-dihydro-[1,4]dioxino[2,3-g]quinazolin-4-amine BrC=1C(=C(C=CC1)NC1=NC=NC2=CC3=C(C=C12)O[C@H](CO3)CN3CCC(CC3)(F)F)F